3-(4-fluoro-5-(1-(1-methylazetidin-3-yl)-4-(pyrrolidin-1-ylmethyl)-1H-pyrrolo[2,3-b]pyridin-6-yl)-1-oxoisoindolin-2-yl)piperidine-2,6-dione FC1=C2CN(C(C2=CC=C1C1=CC(=C2C(=N1)N(C=C2)C2CN(C2)C)CN2CCCC2)=O)C2C(NC(CC2)=O)=O